ethyl (R)-2-((S)-2-amino-3-methylbutanamido)-4-cyanobutanoate N[C@H](C(=O)N[C@@H](C(=O)OCC)CCC#N)C(C)C